2-amino-N-(2,3-dihydro-1H-pyrrolo[2,3-b]pyridin-1-yl)-3-methyl-N-((5-(trifluoromethyl)pyridin-2-yl)methyl)quinoline-6-carboxamide NC1=NC2=CC=C(C=C2C=C1C)C(=O)N(CC1=NC=C(C=C1)C(F)(F)F)N1CCC=2C1=NC=CC2